C1(=CC=CC=C1)C1=NC(=CC(=N1)C1=C(C#N)C(=C(C(=C1N1C2=CC=CC=C2C=2C=C(C=CC12)C)N1C2=CC=CC=C2C=2C=C(C=CC12)C)N1C2=CC=CC=C2C=2C=C(C=CC12)C)N1C2=CC=CC=C2C=2C=C(C=CC12)C)C1=CC=CC=C1 2-(2,6-diphenylpyrimidin-4-yl)-3,4,5,6-tetrakis(3-methyl-9H-carbazol-9-yl)benzonitrile